C(C=C)(=O)N1C[C@@H](N(C[C@H]1C)C1=NC(N2C3=C(C(=C(C=C13)C(F)(F)F)C1=C(C=C(C(=C1)O)F)F)SCC1(C2)COC1)=O)C 8'-((2S,5R)-4-acryloyl-2,5-dimethylpiperazin-1-yl)-11'-(2,4-difluoro-5-hydroxyphenyl)-10'-(trifluoromethyl)-2'H,4'H,6'H-spiro[oxetane-3,3'-[1,4]thiazepino[2,3,4-ij]quinazolin]-6'-one